COCC1=CC(=NC(=C1)C1(COCC1)OC)N1C=C(C=2C=NC(=CC21)[N-]C2CC2)C N-(1-(4-(methoxymethyl)-6-(3-methoxytetrahydrofuran-3-yl)pyridin-2-yl)-3-methyl-1H-pyrrolo[3,2-c]pyridin-6-yl)cyclopropylamide